2-(6-methoxy-2-methyl-1,2,3,4-tetrahydroisoquinolin-7-yl)-N4-(2-propoxyphenyl)-7H-pyrrolo[2,3-d]pyrimidine-2,4-diamine COC=1C=C2CCN(CC2=CC1C1(N=C(C2=C(N1)NC=C2)NC2=C(C=CC=C2)OCCC)N)C